2-(5-methoxy-2-nitrophenyl)acetic acid ethyl ester C(C)OC(CC1=C(C=CC(=C1)OC)[N+](=O)[O-])=O